C(C)(C)(C)C1=CN=C(S1)NC(=O)C1CN(CC1)C#N N-(5-(tert-butyl)thiazol-2-yl)-1-cyanopyrrolidine-3-carboxamide